ClC=1C=C(C=NC1N1CCNCC1)C(=O)OCC ethyl 5-chloro-6-piperazin-1-yl-pyridine-3-carboxylate